O(C#N)C1=C(C2=CC=CC=C2C=C1)C1=C(C=CC2=CC=CC=C12)OC#N 2,2'-dicyanato-1,1'-binaphthyl